C(=O)O[C@H](CC[C@H]1C(CC[C@H]2C(CCC[C@]12C)(C)C)=C)C [(1S)-3-[(1S,4aS,8aS)-5,5,8a-trimethyl-2-methylene-decalin-1-yl]-1-methyl-propyl] formate